N,9-diphenyl-N-[4-(9,10-diphenyl-2-anthracenyl)phenyl]9H-carbazole-3-amine C1(=CC=CC=C1)N(C=1C=CC=2N(C3=CC=CC=C3C2C1)C1=CC=CC=C1)C1=CC=C(C=C1)C1=CC2=C(C3=CC=CC=C3C(=C2C=C1)C1=CC=CC=C1)C1=CC=CC=C1